(R)-N-(8,9-difluoro-6-oxo-1,4,5,6-tetrahydro-2H-pyrano[3,4-c]isoquinolin-1-yl)-5-fluoro-N-methyl-6-(trifluoromethyl)nicotinamide FC=1C(=CC=2C3=C(NC(C2C1)=O)COC[C@@H]3N(C(C3=CN=C(C(=C3)F)C(F)(F)F)=O)C)F